ClC1=C(OC2=NN(C=C2)C(=O)NC(C)C)C=C(C(=C1)[N+](=O)[O-])F 3-(2-Chloro-5-fluoro-4-nitrophenoxy)-N-(propan-2-yl)-1H-pyrazole-1-carboxamide